COC(=O)C1=CC=C(OCC2CN(CCC2)C(=O)[O-])C=C1 3-((4-(methoxy carbonyl)-phenoxy)methyl)piperidine-1-carboxylate